C1(CCCCC1)CNCC(O)C1=CC=C(C=C1)O 2-[(cyclohexylmethyl)amino]-1-(p-hydroxyphenyl)-1-ethanol